OCCOP(=O)(OCCO)[O-] Bis(2-hydroxyethyl)phosphate